3-tert-butyl-N-[[3-fluoro-2-methyl-4-[2-(1-methylpyrazol-4-yl)pyrazolo[1,5-a]pyrimidin-7-yl]phenyl]methyl]-1,2,4-oxadiazole-5-carboxamide C(C)(C)(C)C1=NOC(=N1)C(=O)NCC1=C(C(=C(C=C1)C1=CC=NC=2N1N=C(C2)C=2C=NN(C2)C)F)C